CC(=O)N[C@@H]1[C@H]([C@@H]([C@H](OC1O[C@H]2[C@H]([C@H](OC([C@@H]2NC(=O)C)O)CO)O)CO)OC3[C@@H]([C@H]([C@H]([C@H](O3)CO)O)O)O)O The molecule is an amino trisaccharide consisting of D-galactopyranose, 2-acetamido-2-deoxy-D-glucopyranose and 2-acetamido-2-deoxy-D-galactopyranose residues joined in sequence by (1->4) and (1->3) glycosidic bonds. The alpha/beta configuration at position 1 of each of the pyranose rings is not stated. It is a member of acetamides, an amino trisaccharide, a glucosamine oligosaccharide and a partially-defined glycan. It derives from a D-Galp-(1->4)-D-GlcpNAc.